(2-(piperazin-1-yl)pyrimidin-4-yl)-1H-indole-1-carboxylic acid tert-butyl ester C(C)(C)(C)OC(=O)N1C(=CC2=CC=CC=C12)C1=NC(=NC=C1)N1CCNCC1